FC=1C=C(CN2N=C3C=CC(=CC3=C2)C(=O)O)C=C(C1)F 2-(3,5-difluorobenzyl)-2H-indazole-5-carboxylic acid